FC1=CC=C(C=C1)C1=CC(=C(C=C1)CNC(C=C)=O)C1=NN(C=C1)CC(F)(F)F N-((4'-fluoro-3-(1-(2,2,2-trifluoroethyl)-1H-pyrazol-3-yl)-[1,1'-biphenyl]-4-yl)methyl)acrylamide